5-methoxy-2-((8-methylimidazo[1,2-a]pyridin-2-yl)methoxy)benzaldehyde COC=1C=CC(=C(C=O)C1)OCC=1N=C2N(C=CC=C2C)C1